COC1=CC=C(CN(S(=O)(=O)C2=C(C=CC(=C2C2=NN=NN2CC2=CC=C(C=C2)OC)C2=CC(=NC=C2)N2C(NCC2)=O)S(=O)(=O)C2CN(C2)C(=O)OC(C)(C)C)CC2=CC=C(C=C2)OC)C=C1 tert-Butyl 3-((2-(N,N-bis(4-methoxybenzyl)sulfamoyl)-3-(1-(4-methoxybenzyl)-1H-tetrazol-5-yl)-4-(2-(2-oxoimidazolidin-1-yl)pyridin-4-yl)phenyl)sulfonyl)azetidine-1-carboxylate